ClC=1C(=C(C=CC1Cl)NC1=NC=NC2=CC=C(C=C12)N1C2C(CC1)NCC2)F N-(3,4-Dichloro-2-fluorophenyl)-6-(hexahydropyrrolo[3,2-b]pyrrol-1(2H)-yl)quinazolin-4-amine